C1(=CC=CC=C1)C1COC2=C(C1)C=CC=C2 3-phenyl-3,4-dihydro-2H-1-benzopyran